N(=[N+]=[N-])[C@](COC)(C)C1=CN=C(C2=CN=C(C=C12)Cl)OC1CC1 |r| racemic-4-(2-azido-1-methoxyprop-2-yl)-6-chloro-1-cyclopropyloxy-2,7-naphthyridine